[5-(trifluoromethyl)pyridine-3-amido]-1,2,3-thiadiazole-4-carboxylic acid ethyl ester C(C)OC(=O)C=1N=NSC1NC(=O)C=1C=NC=C(C1)C(F)(F)F